C(C)(C)(C)C1=CC=C(OP(=O)(N[C@H](C(=O)OCC(C)OC)C)OCC2C(C(C(O2)C#N)C(C(=O)[O-])(C)C)C(C(=O)[O-])(C)C)C=C1 5-(((4-(tert-butyl) phenoxy) (((2S)-1-(2-methoxypropoxy)-1-oxopropan-2-yl) amino) phosphoryl) oxyMethyl)-2-cyanotetrahydrofuran-3,4-diylbis(2-methylpropionate)